4-allyl-5-benzyl-4H-1,2,4-triazole-3-thiol C(C=C)N1C(=NN=C1CC1=CC=CC=C1)S